dichloro-4,4'-biphenyl diisocyanate [N-]=C=O.[N-]=C=O.ClC1=CC=C(C=C1)C1=CC=C(C=C1)Cl